tert-butyl(3-iodo-1H-indazol-6-yloxy)bis(methyl)silane C(C)(C)(C)[Si](C)(C)OC1=CC=C2C(=NNC2=C1)I